C(C)OC(=O)C1=CC2=C(N=C(S2)N2CCN(CC2)NC(C2=C(C=CC=C2)OC(F)(F)F)=O)C=C1 2-{4-[2-(trifluoromethoxy)benzamido]Piperazinyl}benzothiazole-6-carboxylic acid ethyl ester